4-Ethyl-N-isopropylpiperidine-4-carboxamide hydrochloric acid salt Cl.C(C)C1(CCNCC1)C(=O)NC(C)C